CS(=O)(=O)OCC1COC1 Oxetan-3-ylmethyl methanesulfonate